COC=1C=C(C=NC1C=O)C1=CN(C(C(=C1C)C)=O)C 5-methoxy-1',4',5'-trimethyl-6'-oxo-1',6'-dihydro-[3,3'-bipyridine]-6-carbaldehyde